(2R)-2-(5-fluoro-2-methoxypyridin-4-yl)-1-{(2S)-7-methyl-6-[6-methyl-2-(propan-2-yl)pyrimidin-4-yl]-3,4-dihydro-1H-spiro[1,8-naphthyridine-2,3'-pyrrolidin]-1'-yl}propan-1-one FC=1C(=CC(=NC1)OC)[C@H](C(=O)N1C[C@]2(CC1)NC1=NC(=C(C=C1CC2)C2=NC(=NC(=C2)C)C(C)C)C)C